C(C)OC=1C=C(N(N1)CCO)C(=O)O 5-ethoxy-2-(2-hydroxyethyl)pyrazole-3-carboxylic acid